2-(3-Fluoroazetidin-1-yl)-5-methoxypyrimidin-4-amine FC1CN(C1)C1=NC=C(C(=N1)N)OC